3-((1S,3R)-1-biphenyl-4-ylmethyl-3-ethoxycarbonyl-1-butylcarbamoyl)propionate C1(=CC=C(C=C1)C[C@H](C[C@@H](C)C(=O)OCC)NC(=O)CCC(=O)[O-])C1=CC=CC=C1